NC1CN(CCC1)C1C(CC(C1)C1=CC=C(C=C1)F)C1=NNC=C1C#N [2-(3-amino-1-piperidinyl)-4-(4-fluorophenyl)cyclopentyl]pyrazole-4-carbonitrile